1,4-diamino-1,1-dimethylbutane NC(CCCN)(C)C